C(C=C)(=O)OCCC[SiH2]OC(OCC)OCC acryloxypropyl-diethoxymethoxysilane